C(C)OC([C@H](F)ON1[C@@H]2C=C([C@H](N(C1=O)C2)C(N)=O)C)=O (S)-2-((2S,5R)-2-carbamoyl-3-methyl-7-oxo-1,6-diazabicyclo[3.2.1]Oct-3-en-6-yloxy)-2-fluoroacetic acid ethyl ester